3-fluoro-2-[(2-ethylhexyl)carbonyl]thiophene FC1=C(SC=C1)C(=O)CC(CCCC)CC